benzyl (2-(2-(4-fluorophenyl)-6-(2-hydroxy-1-(3-(isoxazol-3-yl)-1-methyl-1H-pyrazole-5-carboxamido)propan-2-yl)pyridin-4-yl)propan-2-yl)carbamate FC1=CC=C(C=C1)C1=NC(=CC(=C1)C(C)(C)NC(OCC1=CC=CC=C1)=O)C(CNC(=O)C1=CC(=NN1C)C1=NOC=C1)(C)O